C(C)N1CCN(CC1)CC=1C=CC(=NC1)NC1=NC=C(C(=N1)C=1C=C2C=CC(=NC2=C(C1)F)C)F N-(5-((4-ethylpiperazin-1-yl)methyl)pyridin-2-yl)-5-fluoro-4-(8-fluoro-2-methylquinolin-6-yl)pyrimidin-2-amine